di(m-tolyl)silylene(cyclopentadienyl)(2,7-dimethyl-3,6-di-t-butylfluorenyl)zirconium dichloride [Cl-].[Cl-].C1(=CC(=CC=C1)[Si](=[Zr+2](C1=C(C(=CC=2C3=CC(=C(C=C3CC12)C)C(C)(C)C)C(C)(C)C)C)C1C=CC=C1)C=1C=C(C=CC1)C)C